C1(CC(C(CC1)C(C)C)OC(CCCC(=O)O)=O)C.COC1=CC=C(CN2C3=NC(=NC(=C3N=C2)N2C=CC=3C(=NC=CC32)NC(C(C)(C)C)=O)C3=NC(=CC=C3)C)C=C1 N-(1-(9-(4-methoxybenzyl)-2-(6-methylpyridin-2-yl)-9H-purin-6-yl)-1H-pyrrolo[3,2-c]pyridin-4-yl)pivaloamide Monomenthyl-Glutarate